BrC=1C=C2C(=C(NC(C2=CC1F)=O)C)F 6-bromo-4,7-difluoro-3-methylisoquinolin-1(2H)-one